Cl.C(#N)C1=C(C=CC(=C1OC=1C=C2C(N(C=NC2=CC1)C=1C=NC(=CC1)N1CCNCC1)=O)F)NS(=O)(=O)N1C[C@@H](CC1)F (3R)-N-[2-cyano-4-fluoro-3-({4-oxo-3-[6-(piperazin-1-yl)pyridin-3-yl]quinazolin-6-yl}oxy)phenyl]-3-fluoropyrrolidine-1-sulfonamide hydrochloride